6-((S)-2-(methylamino)propanamido)-5-oxo-N-(3-(((S)-5-oxotetrahydrofuran-2-yl)methylcarbamoyl)benzyl)decahydropyrrolo[1,2-a]azocine-3-carboxamide CN[C@H](C(=O)NC1CCCCC2N(C1=O)C(CC2)C(=O)NCC2=CC(=CC=C2)C(NC[C@H]2OC(CC2)=O)=O)C